OC[C@@H](C)O (R)-1,2-Dihydroxypropane